2-((tert-butoxycarbonyl)amino)-3,3-dicyclopropylpropanoic acid C(C)(C)(C)OC(=O)NC(C(=O)O)C(C1CC1)C1CC1